ClC1=C(C=CC(=C1)F)[C@H]1C(=C(NC(=N1)C=1SC=CN1)CN1C[C@@H]2N(CC1)C(N(C2)C2=CC=C(C(=O)O)C=C2)=O)C(=O)OC 4-((S)-7-(((R)-6-(2-chloro-4-fluorophenyl)-5-(methoxycarbonyl)-2-(thiazol-2-yl)-3,6-dihydropyrimidin-4-yl)methyl)-3-oxohexahydroimidazo[1,5-a]pyrazine-2(3H)-yl)benzoic acid